C(C1=CC=CC=C1)C(C[C@H](N)C(=O)[O-])C(=O)[O-] L-gamma-benzylglutamate